[Cl-].CC1=CC=C(C=C1)PC1=CC=C(C=C1)C di-(4-methylphenyl)phosphine chloride